[2-(10H-phenoxazin-10-yl)ethyl]phosphonic acid C1=CC=CC=2OC3=CC=CC=C3N(C12)CCP(O)(O)=O